ClC=1C=C2C(=C3C1NC(NC31CCCCC1)=O)OC(=N2)CN2C[C@H](CC2)COC 5-chloro-2-{[(3S)-3-(methoxymethyl)pyrrolidin-1-yl]methyl}-7,8-dihydro-6H-spiro[[1,3]oxazolo[5,4-f]quinazoline-9,1'-cyclohexan]-7-one